FC(C(=O)O)(F)F.NC1=NC=NC2=C1C=1C=3C(C(NCC1N2C2CCCC2)=O)=C(ON3)C3CC3 11-amino-7-cyclopentyl-3-cyclopropyl-6,7-dihydroisoxazolo[4,3-c]pyrimido[5',4':4,5]pyrrolo[3,2-e]azepin-4(5H)-one 2,2,2-trifluoroacetate